3-[3-[dimethoxy(phenyl)silyl]propoxy]propane-1,2-dithiol CO[Si](CCCOCC(CS)S)(C1=CC=CC=C1)OC